dichlorosilylhydride Cl[SiH2]Cl